methyl trans-3-(4-(benzylthio)-2-methylphenyl)-2,2-dimethylcyclopropanecarboxylate C(C1=CC=CC=C1)SC1=CC(=C(C=C1)[C@@H]1C([C@H]1C(=O)OC)(C)C)C